S1(N=CCC1=O)(=O)=O isothiazolin-5-one 1,1-dioxide